COC=1C=C(CCN)C=C(C1OCCC)OC 3,5-dimethoxy-4-propoxy-phenethylamine